5-[4-(phenylthio)phenyl]-thianthrene C1(=CC=CC=C1)SC1=CC=C(C=C1)S1C=2C=CC=CC2SC2=CC=CC=C12